C12(CC3CC(CC(C1)C3)C2)CCO 2-(1-adamantyl)ethanol